FC[C@@H]1[C@H]([C@H]([C@@H](O1)N1C(=O)N=C(N)C=C1)O)O 5'-deoxy-5'-fluorocytidine